(1-methyl-4-(trifluoromethyl)imidazol-2-yl)aniline CN1C(=NC(=C1)C(F)(F)F)NC1=CC=CC=C1